R-(p-hydroxyphenyl)glycine OC1=CC=C(C=C1)NCC(=O)O